(R)-3-(2-hydroxyethyl)piperazine-1-carboxylic acid tert-butyl ester C(C)(C)(C)OC(=O)N1C[C@H](NCC1)CCO